[Si](C)(C)(C(C)(C)C)O[C@H]([C@H](/C=C/C[C@](C#C[Si](C1=CC=CC=C1)(C1=CC=CC=C1)C(C)(C)C)(O)C)C)CC (3R,7S,8S,E)-8-((tert-butyldimethylsilyl)oxy)-1-(tert-butyldiphenylsilyl)-3,7-dimethyldec-5-en-1-yn-3-ol